ClC=1C(=C(C(=CC1)C(F)F)C1=CN=CC(=N1)C(=O)NC=1C=NN(C1)[C@@H](C)C=1C=NC(=NC1)N1C([C@@H]2C[C@@H]2C1)=S)F |o1:24| 6-(3-Chloro-6-(difluoromethyl)-2-fluorophenyl)-N-(1-((S or R)-1-(2-((1R,5S)-2-thioxo-3-azabicyclo[3.1.0]hexan-3-yl)pyrimidin-5-yl)ethyl)-1H-pyrazol-4-yl)pyrazine-2-carboxamide